2-(benzyloxy)-5-(pyridin-2-yl)pyrimidine C(C1=CC=CC=C1)OC1=NC=C(C=N1)C1=NC=CC=C1